4-amino-1,6-heptadiene NC(CC=C)CC=C